Ethyl 5-(N-(5,6-dichloro-1-hydroxy-1-methyl-2,3-dihydro-1H-inden-2-yl)sulfamoyl)-2-methyl-1H-pyrrole-3-carboxylate ClC=1C=C2CC(C(C2=CC1Cl)(C)O)NS(=O)(=O)C1=CC(=C(N1)C)C(=O)OCC